[Ba].[Sr].[Ga] gallium strontium barium